COC1=C(C=CC=C1)C1=C(C=NC(=C1)C)C(=O)NC=1SC2=C(N1)CN(C2)C(=O)[C@H]2C(N(CC2)C)=O |r| (Racemic)-4-(2-methoxyphenyl)-6-methyl-N-[5-(1-methyl-2-oxopyrrolidine-3-carbonyl)-4H,5H,6H-pyrrolo[3,4-d][1,3]thiazol-2-yl]pyridine-3-carboxamide